Cl.ClC=1C=NN2C1C1=C(CCC2)SC(=C1)C(=O)N[C@@H]1CNC(C[C@H]1C1=CC(=C(C=C1)F)F)CC(=O)NC chloro-N-((3S,4S)-4-(3,4-difluorophenyl)-6-(2-(methylamino)-2-oxoethyl)piperidin-3-yl)-6,7-dihydro-5H-pyrazolo[1,5-a]thieno[3,2-c]azepin-9-carboxamide hydrochloride